N1(CCC1)C1=C(C=CC=C1)C1CCN(CC1)C1=NC(=NC2=CC(=C(C=C12)N(CCC)C)F)C1CC1 {4-[4-(2-azetidin-1-yl-phenyl)-piperidin-1-yl]-2-cyclopropyl-7-fluoro-quinazolin-6-yl}-methyl-propyl-amine